CSCCCC[C@@H](C(=O)[O-])N(O)O The molecule is an N,N-dihydroxy-L-polyhomomethioninate that is the conjugate base of N,N-dihydroxy-L-dihomomethionine, obtained by deprotonation of the carboxy group; major species at pH 7.3. It is a N,N-dihydroxy-L-polyhomomethioninate and a N,N-dihydroxydihomomethioninate. It is a conjugate base of a N,N-dihydroxy-L-dihomomethionine.